(+)-6-{2-(2-chloro-4-fluorophenyl)-6-[(diethylamino)methyl]-4,5,6,7-tetrahydropyrazolo[1,5-a]pyrimidin-3-yl}-2-(2-methylphenyl)pyridazin-3(2H)-one ClC1=C(C=CC(=C1)F)C1=NN2C(NCC(C2)CN(CC)CC)=C1C=1C=CC(N(N1)C1=C(C=CC=C1)C)=O